N-{2-[6-(cyclopropylamino)-3-(trifluoromethyl)pyridin-2-yl]-5-(2,6-difluoro-4-methoxyphenyl)-1-methyl-3-oxo-2,3-dihydro-1H-pyrazol-4-yl}-4-(difluoromethoxy)benzamide C1(CC1)NC1=CC=C(C(=N1)N1N(C(=C(C1=O)NC(C1=CC=C(C=C1)OC(F)F)=O)C1=C(C=C(C=C1F)OC)F)C)C(F)(F)F